C(CCCCCCCC)OC(CCCCCCCC(CCCC)C)OCCCCCCCCC 1,1-dinonyloxy-9-methyltridecane